BrC=1C=C(N(C1)C)C#N 4-bromo-1-methyl-1H-pyrrole-2-carbonitrile